(2R,3R,4R,5R)-5-(6-(bis-(tert-butoxycarbonyl)amino)-2-chloro-9H-purin-9-yl)-2-((2-ethoxy-2-oxo-1-(thiazol-4-yl)ethoxy)methyl)-3-ethynyltetrahydrofuran-3,4-diyl diacetate C(C)(=O)O[C@@]1([C@H](O[C@H]([C@@H]1OC(C)=O)N1C2=NC(=NC(=C2N=C1)N(C(=O)OC(C)(C)C)C(=O)OC(C)(C)C)Cl)COC(C(=O)OCC)C=1N=CSC1)C#C